(1-(cyclopropylmethyl)piperidin-3-yl)(5-phenoxynaphthalen-2-yl)methanone C1(CC1)CN1CC(CCC1)C(=O)C1=CC2=CC=CC(=C2C=C1)OC1=CC=CC=C1